[9-benzyl-4-carbamoyl-8-chloro-1,2,3,4-tetrahydrocarbazol-5-yl]oxyacetic acid C(C1=CC=CC=C1)N1C2=C(C=CC(=C2C=2C(CCCC12)C(N)=O)OCC(=O)O)Cl